8-(4-methylpyridin-3-yl)quinazolin-2-amine CC1=C(C=NC=C1)C=1C=CC=C2C=NC(=NC12)N